5-amino-2-chloro-N-methyl-isonicotinamide NC1=CN=C(C=C1C(=O)NC)Cl